C(C=1C(O)=CC=CC1)(=O)OC1=CC=C(C=C1)C(C)(C)C p-tertbutylphenyl salicylate